Cl.O=S1(N=C(C2=C1C=CC=C2)N(\N=C\C2=CC(=C(C=C2)O)OC)CCN2CCOCC2)=O 4-[(E)-[(1,1-dioxo-1,2-benzothiazol-3-yl)-(2-morpholinoethyl)hydrazono]methyl]-2-methoxy-phenol hydrochloride